C[C@H]1CN(CCC1)C(=O)C=1C=C2C=CC=C(C2=CC1)N1CC=2C=CNC(C2CC1)=O (R)-6-(6-(3-methylpiperidine-1-carbonyl)naphthalen-1-yl)-5,6,7,8-tetrahydro-2,6-naphthyridin-1(2H)-one